ClC1=C(CC=2SC3=C(N2)C=CC=C3)C=CC=C1 2-(2-chlorobenzyl)benzothiazole